(S)-1-(3-(1,1-difluoro-2-hydroxyethylsulfonyl)phenoxy)-3-((R)-8-(1-methyl-2,3-dihydro-1H-pyrido[2,3-b][1,4]oxazin-7-ylsulfonyl)-1-oxa-8-azaspiro[4.5]decan-3-ylamino)propan-2-ol FC(CO)(S(=O)(=O)C=1C=C(OC[C@H](CN[C@H]2COC3(C2)CCN(CC3)S(=O)(=O)C3=CC2=C(OCCN2C)N=C3)O)C=CC1)F